CN(CCCNC(C(=O)NCCCCCCCC\C=C/CCCCCCCC)CCCCCCCCC)C (Z)-2-((3-(dimethylamino)propyl)amino)-N-(octadec-9-en-1-yl)undecanamide